5-fluoro-2'-deoxyuridine 5'-phosphate P(=O)(O)(O)OC[C@@H]1[C@H](C[C@@H](O1)N1C(=O)NC(=O)C(=C1)F)O